methyl 2-((2-(3-((tert-butoxycarbonyl)(6-methoxy-3-nitropyridin-2-yl)amino)propyl)-4-fluorophenyl)-amino)-4-chloro-5-fluorobenzoate C(C)(C)(C)OC(=O)N(CCCC1=C(C=CC(=C1)F)NC1=C(C(=O)OC)C=C(C(=C1)Cl)F)C1=NC(=CC=C1[N+](=O)[O-])OC